OB1OCCC2=C1C=CC(=C2)\C=N\N(C2=NS(C1=C2C=CC=C1)(=O)=O)CC(C)C N-[(E)-(1-hydroxy-3,4-dihydro-2,1-benzoxaborinin-6-yl)methylene-amino]-N-isobutyl-1,1-dioxo-1,2-benzothiazol-3-amine